ClC=1C=C2CCCC2=CC1F 5-chloro-6-fluoro-2,3-dihydro-1H-inden